N1(CCC1)S(=O)(=O)C=1C=CC(=NC1)NC=1C=CC(=C2CNC(C12)=O)C1=CN=C2N1C=CN=C2 7-((5-(azetidin-1-ylsulfonyl)pyridin-2-yl)amino)-4-(imidazo[1,2-a]pyrazin-3-yl)isoindolin-1-one